CN1CCN(CC1)C1=CC=C(C=C1)NNC1C(N(N=C1C1=CC=CC=C1)C1=CC=CC=C1)=O 4-(2-(4-(4-methylpiperazin-1-yl)phenyl)hydrazino)-2,5-diphenyl-2,4-dihydro-3H-pyrazol-3-one